CN1CCN(CC1)CC1=CC=C(C=C1)C(C)=O 1-(4-((4-methylpiperazin-1-yl)methyl)phenyl)ethanone